N-(4-(chlorodifluoromethoxy)phenyl)-6-(4-(((2-(2,4-dioxotetrahydropyrimidin-1(2H)-yl)-1,3-dioxoisoindolin-5-yl)methyl)(methyl)amino)piperidin-1-yl)-5-(1H-pyrazol-3-yl)nicotinamide ClC(OC1=CC=C(C=C1)NC(C1=CN=C(C(=C1)C1=NNC=C1)N1CCC(CC1)N(C)CC=1C=C2C(N(C(C2=CC1)=O)N1C(NC(CC1)=O)=O)=O)=O)(F)F